(rac)-cis-Methyl 8-(phenylethynyl)-2,3,3a,4,5,9b-hexahydro-1H-pyrrolo[2,3-f]quinoline-1-carboxylate C1(=CC=CC=C1)C#CC=1C=NC=2CC[C@H]3[C@@H](C2C1)N(CC3)C(=O)OC |r|